ClC1=NC=CC(=N1)C1=C(OC2=C(C=C(N)C=C2)F)C=C(C=C1)C(C)C 4-(2-(2-chloropyrimidin-4-yl)-5-isopropylphenoxy)-3-fluoroaniline